FC(C1=CC=C(C=N1)C=1C=NN2C1C=C(C=C2N2CCN(CC2)C(=O)N(C)C)S(NC2(CC2)C)(=O)=O)F 4-(3-(6-(difluoromethyl)pyridin-3-yl)-5-(N-(1-methylcyclopropyl)sulfamoyl)pyrazolo[1,5-a]pyridin-7-yl)-N,N-dimethylpiperazine-1-carboxamide